ClC=1C=C(C(=O)NC2=NN(C(=C2)C=2N=C3N(C=CC=C3)C2)CC2=CC=C(C=C2)OC)C=CC1OC 3-chloro-N-[5-imidazo[1,2-a]pyridin-2-yl-1-[(4-methoxyphenyl)methyl]pyrazol-3-yl]-4-methoxy-benzamide